ClC=1C=CC=2C3CC[C@@]4(C(\C(\[C@H](C4C3CCC2C1)CCC(=O)NC1=NC=C(C(=O)N(C)C)C=C1)=C/O)=O)C 6-(3-((13S,15S,Z)-3-chloro-16-(hydroxymethylene)-13-methyl-17-oxo-7,8,9,11,12,13,14,15,16,17-decahydro-6H-cyclopenta[a]phenanthren-15-yl)propanamido)-N,N-dimethylnicotinamide